CO[C@H]1[C@@H](O[C@@H]([C@]1(O)C(C(=O)[O-])(CC(=O)[O-])CC1=CC(=C(C(=C1)OCCCCCCCCCCCCCCCCCC)OCCCCCCCCCCCCCCCCCC)OCCCCCCCCCCCCCCCCCC)CO)N1C(=O)NC(=O)C=C1 2'-O-methyl-uridin-3'-yl-[3,4,5-tris(octadecyloxy)benzyl]succinate